1-(3-(tert-butyl)-1H-pyrazol-5-yl)-3-(2-fluoro-4-((3-keto-3,4-dihydropyrido[2,3-b]pyrazin-8-yl)oxy)phenyl)urea C(C)(C)(C)C1=NNC(=C1)NC(=O)NC1=C(C=C(C=C1)OC1=CC=NC=2NC(C=NC21)=O)F